C1(CCCC1)N1C(C(N(C=C1)CC=1SC(=NN1)C1=CC(=CC=C1)F)=O)=O 1-cyclopentyl-4-((5-(3-fluorophenyl)-1,3,4-thiadiazol-2-yl)methyl)-1,4-dihydropyrazine-2,3-dione